tricyclohexyl-tin indole-6-formate N1C=CC2=CC=C(C=C12)C(=O)[O-].C1(CCCCC1)[Sn+](C1CCCCC1)C1CCCCC1